15-(benzyloxy)-9-oxopentadecanoic acid C(C1=CC=CC=C1)OCCCCCCC(CCCCCCCC(=O)O)=O